3-(2-amino-4-methylthiazol-5-yl)-9-(1-((6-chloro-2-(2-methyl-2H-tetrazol-5-yl)pyridin-3-yl)amino)ethyl)-4,7-dimethylimidazo[1,5-a]quinazolin-5(4H)-one NC=1SC(=C(N1)C)C=1N=CN2C1N(C(C1=CC(=CC(=C21)C(C)NC=2C(=NC(=CC2)Cl)C=2N=NN(N2)C)C)=O)C